C1(CCC1)CN1C(N(CC12CCC(CC2)(C2=CC=CC=C2)N(C)CC)C=2C=NC(=NC2)C#N)=O 5-[1-(cyclobutyl-methyl)-8-(ethyl-methyl-amino)-2-oxo-8-phenyl-1,3-diazaspiro[4.5]decan-3-yl]-pyrimidine-2-carbonitrile